heptacosan-1-yl linoleate C(CCCCCCC\C=C/C\C=C/CCCCC)(=O)OCCCCCCCCCCCCCCCCCCCCCCCCCCC